7,8-Dibromo-5a,9a-dihydrobenzo[5,6][1,4]dioxino[2,3-b]pyrazine BrC=1C(=CC2C(OC=3C(=NC=CN3)O2)C1)Br